N-(3-carbamoylphenyl)-2-(4-fluoro-2-methylphenoxy)-6-methylnicotinamide C(N)(=O)C=1C=C(C=CC1)NC(C1=C(N=C(C=C1)C)OC1=C(C=C(C=C1)F)C)=O